acrylamide benzoate C(C1=CC=CC=C1)(=O)O.C(C=C)(=O)N